4-((2-hydroxyethoxy)methyl)-1-(4-nitrophenyl)pyrrolidin-2-one OCCOCC1CC(N(C1)C1=CC=C(C=C1)[N+](=O)[O-])=O